(S)-1-amino-1-cyclopropyl-2-methylpropan-2-ol hydrochloride Cl.N[C@H](C(C)(O)C)C1CC1